[3-(4-chlorophenyl)pyrrolidin-1-yl]-[4-(difluoromethoxy)-3-pyridazin-4-yl-1H-pyrazol-5-yl]methanone ClC1=CC=C(C=C1)C1CN(CC1)C(=O)C1=C(C(=NN1)C1=CN=NC=C1)OC(F)F